2-(dimethoxymethyl)oxirane COC(C1OC1)OC